C1CCN(C1)C#N N-cyanopyrrolidine